C(#N)C1=C(C=C2C=C(N=CC2=C1F)NC(=O)C1C(C1)F)C=1N(C=CC1)C1CC1 N-(7-cyano-6-(1-cyclopropyl-1H-pyrrole-2-yl)-8-fluoroisoquinolin-3-yl)-2-fluorocyclopropan-1-carboxamide